CN(C)CC1=CC=C(C=C1)C[S@@](=O)(N)=NC(NC1=C2CCCC2=CC=2CCCC12)=O (R)-1-(4-((dimethylamino)methyl)phenyl)-N'-((1,2,3,5,6,7-hexahydro-s-indacen-4-yl)carbamoyl)methane-sulfonimidamide